C(C)OC(=O)N1N=C(C2=C1CN(C2)C(C2=CC=C(C=C2)C)=O)NC(C2=CC=C(C=C2)[N+](=O)[O-])=O 5-(4-methylbenzoyl)-3-(4-nitrobenzoylamino)-5,6-dihydropyrrolo[3,4-c]Pyrazole-1(4H)-carboxylic acid ethyl ester